FC(C1=C(C=C(C=2N=CN(C21)C)C2=CC=C(C=C2)OC(F)(F)F)CN)F [4-(difluoromethyl)-3-methyl-7-[4-(trifluoromethoxy)phenyl]benzimidazol-5-yl]methylamine